BrCC(=O)C1=CC=C(S1)CN(C(OC(C)(C)C)=O)C tert-butyl ((5-(2-bromoacetyl)thiophen-2-yl)methyl)(methyl)-carbamate